C(=O)(OC(C)(C)C)NC=1C(=C(CO)C=CC1)C 3-(Boc-amino)-2-methylbenzyl alcohol